C(C)(C)(C)OC(=O)N1CC2=CC=C(C=C2C1)C=C 5-Vinylisoindoline-2-carboxylic acid tert-butyl ester